4-isopropyldithiol C(C)(C)C=1CSSC1